N-methyl-8-(N-(8-(methyl(4-pentylnonyl)amino)-8-oxooctyl)-3-(pyrrolidin-1-yl)propanamido)-N-(4-pentylnonyl)octanamide CN(C(CCCCCCCN(C(CCN1CCCC1)=O)CCCCCCCC(=O)N(CCCC(CCCCC)CCCCC)C)=O)CCCC(CCCCC)CCCCC